5-chloro-2-(difluoromethyl)-N-((1r,4r)-4-((3-(1-(2-hydroxyethyl)-3-methyl-1H-pyrrolo[2,3-b]pyridin-5-yl)-2-oxo-2,3-dihydro-1H-benzo[d]imidazol-1-yl)methyl)cyclohexyl)nicotinamide ClC=1C=NC(=C(C(=O)NC2CCC(CC2)CN2C(N(C3=C2C=CC=C3)C=3C=C2C(=NC3)N(C=C2C)CCO)=O)C1)C(F)F